methyl (4-(6-fluoroquinolin-2-yl)-2-methylphenyl)carbamate FC=1C=C2C=CC(=NC2=CC1)C1=CC(=C(C=C1)NC(OC)=O)C